ClC=1C(=C(C=CC1)C1=CC=C2CCC(C2=C1)C(=O)O)OCC1(COC1)C 6-(3-chloro-2-((3-methyloxetan-3-yl)methoxy)phenyl)-2,3-dihydro-1H-indene-1-carboxylic acid